CC=1SC(=CC1C(=O)N)C1=NC(=NC=C1C(F)(F)F)NC1CCN(CC1)S(=O)(=O)C 2-methyl-5-(2-((1-(methylsulfonyl)piperidin-4-yl)amino)-5-(trifluoromethyl)pyrimidin-4-yl)thiophene-3-carboxamide